S1C=NC2=C1C=CC(=C2)CN(C(C(=O)O)=O)C(C)C2CCOCC2 2-((benzo[d]thiazol-5-ylmethyl)(1-(tetrahydro-2H-pyran-4-yl)ethyl)amino)-2-oxoacetic acid